NCC(C)C1=C(C2=NC(=CC(=C2S1)NCC=1OC=CC1)Cl)C 2-(1-aminopropan-2-yl)-5-chloro-N-[(furan-2-yl)methyl]-3-methylthieno[3,2-b]pyridin-7-amine